1-(piperazin-1-yl)ethanone tert-butyl-(2S)-4-[4-[3-[(4-methoxyphenyl)methyl]-2,4-dioxo-hexahydropyrimidin-1-yl]-8-isoquinolyl]-2-methyl-piperazine-1-carboxylate C(C)(C)(C)OC(=O)N1[C@H](CN(CC1)C=1C=CC=C2C(=CN=CC12)N1C(N(C(CC1)=O)CC1=CC=C(C=C1)OC)=O)C.N1(CCNCC1)C(C)=O